Ethyl (S)-3-amino-3-(4,4'-difluoro-2'-methyl-6'-(pent-4-en-1-yloxy)-5-(trifluoromethyl)-[1,1'-biphenyl]-3-yl)propanoate N[C@@H](CC(=O)OCC)C=1C=C(C=C(C1F)C(F)(F)F)C1=C(C=C(C=C1OCCCC=C)F)C